BrC1=C(C=CC=C1)C(=O)C1=NC=C(C=C1)C 2-bromophenyl-(5-methylpyridin-2-yl)methanone